C(C1=CC=CC=C1)NCCO 2-(benzylamino)ethanol